(S)-3-(5-fluoro-3'-methoxybiphenyl-3-yl)-3-(3-(4-hydroxy-1-methyl-2-oxo-1,2-dihydropyridin-3-yl)ureido)propionic acid FC=1C=C(C=C(C1)C1=CC(=CC=C1)OC)[C@H](CC(=O)O)NC(=O)NC=1C(N(C=CC1O)C)=O